FC1=CC=C(C=C1)C(C(=O)NC1=NC=CC(=C1)C1=C(C2=NC(=CC=C2N1)F)C1=NC=CC=C1)C(C)C (-)-2-(4-fluorophenyl)-N-{4-[5-fluoro-3-(pyridin-2-yl)-1H-pyrrolo[3,2-b]pyridin-2-yl]pyridin-2-yl}-3-methylbutanamide